(2-{2-chloro-4-[(5-chloro-3-fluoropyridin-2-yl)oxy]phenyl}pyrimidin-4-yl)acetic acid ClC1=C(C=CC(=C1)OC1=NC=C(C=C1F)Cl)C1=NC=CC(=N1)CC(=O)O